CC=1CCC(NC1C1=C(C=C(C=C1F)F)F)=O 5-methyl-6-(2,4,6-trifluorophenyl)-3,4-dihydropyridin-2(1H)-one